(1aRS,7bSR)-5-(2-{[((S)-1-ethylpyrrolidine-3-carbonyl)amino]methyl}-4-fluoro-benzenesulfonylamino)-1,1a,2,7b-tetrahydrocyclopropa[c]chromene-4-carboxylic acid C(C)N1C[C@H](CC1)C(=O)NCC1=C(C=CC(=C1)F)S(=O)(=O)NC1=CC=C2[C@@H]3[C@H](COC2=C1C(=O)O)C3 |&1:26,27|